N-(4-(((2S,4R)-2-methyl-1-propionyl-1,2,3,4-tetrahydroquinolin-4-yl)amino)phenyl)azetidine-1-carboxamide C[C@@H]1N(C2=CC=CC=C2[C@@H](C1)NC1=CC=C(C=C1)NC(=O)N1CCC1)C(CC)=O